[N-](S(=O)(=O)C(F)(F)F)S(=O)(=O)C(F)(F)F.CN1C=NC=C1 3-methylimidazole bistrifluoromethanesulfonimide salt